C[C@H]1O[C@H](CC(C1)N1N=C(C(=C1)C(=O)NC1=NC(=CC=C1)C1=CN=C2N1[C@H](CC2)C)OC)C 1-((2R,4S,6S)-2,6-dimethyltetrahydro-2H-pyran-4-yl)-3-methoxy-N-(6-((S)-5-methyl-6,7-dihydro-5H-pyrrolo[1,2-a]imidazol-3-yl)pyridin-2-yl)-1H-pyrazole-4-carboxamide